OC(CSN1SC(=CN1)SCC=1C=NC=CC1)CC(CCC[Si](OC)(OC)OC)=O 2-[2-hydroxy-4-oxo-7-(trimethoxysilyl)heptylthio]-5-(m-pyridylmethylthio)thiadiazole